Methyl (Z)-3-((E)-4-((tert-butoxycarbonyl)amino)but-2-en-1-yl)-2-((1-ethyl-3-methyl-1H-pyrazole-5-carbonyl)imino)-2,3-dihydrothiazolo[4,5-b]pyridine-6-carboxylate C(C)(C)(C)OC(=O)NC/C=C/CN1/C(/SC=2C1=NC=C(C2)C(=O)OC)=N/C(=O)C2=CC(=NN2CC)C